C(C)C1=C(C=CC=C1F)C=1CCCC2=C(C1C1=CC=C(C=C1)CC1CN(C1)CCCF)C=CC(=C2)C(=O)O 8-(2-ethyl-3-fluorophenyl)-9-(4-((1-(3-fluoropropyl)azetidin-3-yl)methyl)phenyl)-6,7-dihydro-5H-benzo[7]annulene-3-carboxylic acid